N-[(5-methyl-1H-1,2,4-triazol-3-yl)carbamothioyl]benzamide CC1=NC(=NN1)NC(=S)NC(C1=CC=CC=C1)=O